Cl.N=1N2C(=C(C1)C1=CC=C3C(=CC=NC3=C1)OC1=CC=C(C=C1)NC(=O)C1(CC1)C(=O)NC1=CC=C(C=C1)F)CCC2 1-N-[4-[7-(5,6-Dihydro-4H-pyrrolo[1,2-b]pyrazol-3-yl)quinolin-4-yl]oxyphenyl]-1-N'-(4-fluorophenyl)cyclopropane-1,1-dicarboxamide hydrochloride